ClC1=CC=C(O1)C1C(=NN(C1(C(=O)NCC1(CN(C1)C)OC)C)C1=C(C=C(C=C1)F)F)C1=C(C=C(C=C1)F)F 4-(5-Chlorofuran-2-yl)-1,3-bis(2,4-difluorophenyl)-N-((3-methoxy-1-methylazetidin-3-yl)methyl)-5-methyl-4,5-dihydro-1H-pyrazole-5-carboxamide